C[C@H]1N(CCOC1)C(=N)N (R)-3-methylmorpholine-4-carboxamidine